BrC1=CC(=C(C=C1)CO)SCCBr (4-bromo-2-((2-bromoethyl)thio)phenyl)methanol